(S)-methyl 2-((S)-2-(7-bromo-4-methoxy-1H-indole-2-carboxamido)-3-cyclopropylpropanamido)-3-((S)-2-oxopiperidin-3-yl)propanoate BrC=1C=CC(=C2C=C(NC12)C(=O)N[C@H](C(=O)N[C@H](C(=O)OC)C[C@H]1C(NCCC1)=O)CC1CC1)OC